2-((2S,4S)-5-chloro-2-(((1-(2-(dimethylamino)-2-oxoethyl)piperidin-4-yl)amino)methyl)-6-fluoro-2-phenyl-2,3-dihydrobenzofuran-4-yl)-4-(difluoromethoxy)-3-fluorobenzamide ClC=1C(=CC2=C(C[C@](O2)(C2=CC=CC=C2)CNC2CCN(CC2)CC(=O)N(C)C)C1C1=C(C(=O)N)C=CC(=C1F)OC(F)F)F